C(C)(C)(C)OC(=O)NS(OC[C@H]1O[C@H]([C@@H]([C@@H]1O)O)N1N=CC=2C1=NC=NC2NC2=CC(=CC=C2)C#C)(=O)=O ((2R,3S,4R,5R)-5-(4-((3-ethynylphenyl)amino)-1H-pyrazolo[3,4-d]pyrimidin-1-yl)-3,4-dihydroxytetrahydrofuran-2-yl)methyl (tert-butoxycarbonyl)sulfamate